ONC(CCCCCN1C(N\C(\C1=O)=C/C=1C=CC2=C(CCO2)C1)=O)=O (Z)-N-hydroxy-6-(4-((2,3-dihydrobenzofuran-5-yl)methylene)-2,5-dioxoimidazolidin-1-yl)hexanamide